N-methyl-N-[6-methyl-3-({[2-{[6-(methylsulfonyl)pyridin-3-yl]amino}-5-(trifluoromethyl)pyrimidin-4-yl]amino}methyl)pyridin-2-yl]methanesulfonamide CN(S(=O)(=O)C)C1=NC(=CC=C1CNC1=NC(=NC=C1C(F)(F)F)NC=1C=NC(=CC1)S(=O)(=O)C)C